CN1N=C(C2=CC=C(C=C12)C(=O)N1CCN(CC1)CC1CCNCC1)C1C(NC(CC1)=O)=O 3-(1-methyl-6-(4-(piperidin-4-ylmethyl)piperazine-1-carbonyl)-1H-indazol-3-yl)piperidine-2,6-dione